5-fluoro-N-(6-(4-isopropyl-4H-1,2,4-triazol-3-yl)pyridin-2-yl)-1,3,3-trimethyl-2-oxoindole-6-carboxamide FC=1C=C2C(C(N(C2=CC1C(=O)NC1=NC(=CC=C1)C1=NN=CN1C(C)C)C)=O)(C)C